C1=CC=CC=2C3=CC=CC=C3C(C12)COC(=O)N[C@@]1(CN(CCC1)C([C@@H](CC(=O)O)[C@H]1CCC2=NC=CC=C21)=O)CC2=CC=C(C=C2)Cl (S)-4-((R)-3-((((9H-fluoren-9-yl)methoxy)carbonyl)amino)-3-(4-chlorobenzyl)piperidin-1-yl)-3-((R)-6,7-dihydro-5H-cyclopenta[b]pyridin-5-yl)-4-oxobutanoic acid